C([2H])N(C1=CC=C(C(=N1)NC1=CC=C(C(=O)OC)C=C1)[N+](=O)[O-])C[2H] methyl 4-((6-(bis(methyl-d)amino)-3-nitropyridin-2-yl)amino)benzoate